(2R,5S)-5-(aminomethyl)-2-[4-(4-methylsulfonylphenoxy)phenyl]-1,4-thiazepan-3-one NC[C@H]1NC([C@H](SCC1)C1=CC=C(C=C1)OC1=CC=C(C=C1)S(=O)(=O)C)=O